C([2H])([2H])([2H])C=1C(=NC=CC1)C1=CC=CC=C1 (methyl-d3)(phenyl)pyridine